C1(CC1)C=1C=CC=2N(C1)C=C(N2)COC=2C(=NC=NC2)N 5-((6-cyclopropylimidazo[1,2-a]pyridin-2-yl)methoxy)pyrimidin-4-amine